N1=C2C(=CC=C1)C=CC1=C(C2)C=CC=C1 Benzo[5,6]cyclohepta[1,2-b]pyridine